5-(4,6-dichloropyrimidin-2-yl)-3-methyl-1,2,4-thiadiazole ClC1=NC(=NC(=C1)Cl)C1=NC(=NS1)C